FC=1C=C(CN2C3=C(C(=C(CC2=O)C=O)C#C[Si](C)(C)C)C=CC=C3)C=CC1C 1-(3-fluoro-4-methylbenzyl)-2-oxo-5-((trimethylsilyl)ethynyl)-2,3-dihydro-1H-benzo[b]azepine-4-carbaldehyde